4-(4-(4-(((2S,4R)-2-(2,4-dichlorophenyl)-2-methyl-1,3-dioxolan-4-yl)methoxy)phenyl)piperazin-1-yl)aniline ClC1=C(C=CC(=C1)Cl)[C@]1(OC[C@H](O1)COC1=CC=C(C=C1)N1CCN(CC1)C1=CC=C(N)C=C1)C